FC1(CCC(CC1)N1C(=NC2=C1C=CC(=C2)B2OC(C(O2)(C)C)(C)C)[C@@H]2CCC(N2C2=CC(=C(C=C2)F)F)=O)F (S)-5-(1-(4,4-difluorocyclohexyl)-5-(4,4,5,5-tetramethyl-1,3,2-dioxaborolan-2-yl)-1H-benzo[d]Imidazol-2-yl)-1-(3,4-difluorophenyl)pyrrolidin-2-one